2-(2-amino-5-chloro-1,3-thiazol-4-yl)-2,2-difluoroacetate NC=1SC(=C(N1)C(C(=O)[O-])(F)F)Cl